C(CCCCCCCCC)C=1C(=C(C=CC1)OC(NC1=CC=CC=C1)=O)CCCCCCCCCC N-phenylcarbamic acid (didecylphenyl) ester